methylstyrene-maleic amide CC(=CC1=CC=CC=C1)/C(=C/C(=O)N)/C(=O)O